COC(=O)[C@]1(N[C@H]([C@]([C@@H]1C1=CC=CC=C1)([N+](=O)[O-])C)C1=CC(=CC=C1)Br)C (2S,3R,4S,5S)-5-(3-bromophenyl)-2,4-dimethyl-4-nitro-3-phenylpyrrolidine-2-carboxylic acid methyl ester